ClC1=C(C=C(C=C1)C=1C=C2C=CC(=NC2=CC1)N1CCC(CC1)C(=O)OCC)F Ethyl 1-(6-(4-chloro-3-fluorophenyl)quinolin-2-yl)piperidine-4-carboxylate